ClCCC1=C(C=CC=C1Cl)Cl 2-(2-chloroethyl)-1,3-dichlorobenzene